ClC1=C(N(C(C2=C(C=CC=C12)C1=CC=C(C=O)C=C1)=O)C1=CC=CC=C1)[C@H](C)NC=1C2=C(N=CN1)NC=CC2=O (S)-4-(4-chloro-1-oxo-3-(1-((5-oxo-5,8-dihydropyrido[2,3-d]pyrimidin-4-yl)amino)ethyl)-2-phenyl-1,2-dihydroisoquinolin-8-yl)benzaldehyde